7-(4-isopropylpiperazin-1-yl)-2-[3-(6-methyl-2-pyridyl)-1H-pyrazol-4-yl]-1,5-naphthyridine C(C)(C)N1CCN(CC1)C1=CN=C2C=CC(=NC2=C1)C=1C(=NNC1)C1=NC(=CC=C1)C